3-Chloro-7-(2-methoxyprop-2-yl)isoquinoline ClC=1N=CC2=CC(=CC=C2C1)C(C)(C)OC